Decaboran [B][B][B][B][B][B][B][B][B][B]